FC1=C(C=C(C=C1F)F)CN (2,3,5-trifluorophenyl)methylamine